(7R,14R)-1-(difluoromethoxy)-11-(6-(dimethylphosphoryl)-5-fluoropyridin-3-yl)-6-(methyl-d3)-6,7-dihydro-7,14-methanobenzo[f]benzo[4,5]imidazo[1,2-a][1,4]diazocin-5(14H)-one FC(OC1=CC=CC=2C(N([C@H]3C=4N([C@@H](C21)C3)C3=C(N4)C=CC(=C3)C=3C=NC(=C(C3)F)P(=O)(C)C)C([2H])([2H])[2H])=O)F